4-(1-chloroethyl)benzoic acid methyl ester COC(C1=CC=C(C=C1)C(C)Cl)=O